C(C)[Mg]I ethylmagnesium iodide